5-bromo-3-(difluoromethyl)-1,2,4-thiadiazole BrC1=NC(=NS1)C(F)F